4-[(3S)-3-tert-butylpiperazin-1-yl]-5-chloro-2-(2-fluoro-4-pyridinyl)-1H-pyrimidin-6-one C(C)(C)(C)[C@H]1CN(CCN1)C=1N=C(NC(C1Cl)=O)C1=CC(=NC=C1)F